disulfanid [S-]S